C(C)(C)(C)OC(NC1=CC(=NC(=C1)F)C(F)F)=O (2-(difluoromethyl)-6-fluoropyridin-4-yl)carbamic acid tert-butyl ester